CC1=NN(C(=N1)CN)C1=NC=CC=N1 (alphaS)-methyl-1-(2-pyrimidinyl)-1H-1,2,4-triazole-5-methanamine